C12C(C(C(C=C1)C2)C(=O)O)C(=O)O bicyclo[2.2.1]hept-5-en-2,3-dicarboxylic acid